(1R,2R,4S)-2-(hydroxymethyl)-2-(methoxymethyl)-5,5-dimethylquinuclidin-3-one OC[C@@]1(N2CC([C@@H](C1=O)CC2)(C)C)COC